FC1=C(C=CC(=C1)OCCCC1CCN(CC1)C1=NC=C(C=N1)CCC)CC(=O)N1CC(C1)CNC[C@@H]([C@H]([C@@H]([C@@H](CO)O)O)O)O 2-(2-fluoro-4-(3-(1-(5-propylpyrimidin-2-yl)piperidin-4-yl)propoxy)phenyl)-1-(3-((((2S,3R,4R,5R)-2,3,4,5,6-pentahydroxyhexyl)amino)methyl)azetidin-1-yl)ethan-1-one